The molecule is an octadecanoid anion that is the conjugate base of (11R)-11-hydroperoxylinoleic acid arising from deprotonation of the carboxylic acid function; major species at pH 7.3. It is a hydroperoxy polyunsaturated fatty acid anion and an octadecanoid anion. It is a conjugate base of an (11R)-11-hydroperoxylinoleic acid. It is an enantiomer of an (11S)-11-hydroperoxylinoleate. CCCCC/C=C\\[C@H](/C=C\\CCCCCCCC(=O)[O-])OO